(R)-2-chloro-4-(1-(2,2-difluoro-1-(4-fluorophenyl)propyl)-1H-pyrazol-4-yl)pyrimidine ClC1=NC=CC(=N1)C=1C=NN(C1)[C@@H](C(C)(F)F)C1=CC=C(C=C1)F